C1(CC1)OC=1C=C(C(=O)O)C=CC1 3-cyclopropoxybenzoic acid